C(C)(C)(C)OC(=O)N[C@H](C(=O)OC)C[C@@H](C(=O)OC)CCC#N Dimethyl (2S,4S)-2-(tert-butoxycarbonylamino)-4-(2-cyanoethyl)pentanedioate